C(C=C)(=O)N1CC2(C1)CN(C(C2)=O)C2=NC(=NC(=C2C#N)C2=C(C=CC=C2O)F)N2CCOCC2 4-(2-acryloyl-7-oxo-2,6-diazaspiro[3.4]octan-6-yl)-6-(2-fluoro-6-hydroxyphenyl)-2-morpholinopyrimidine-5-carbonitrile